NC1=NC2=C(N1C1(CN(CC1)CCOC1=C(C=NN1C)C1=CC(=CN(C1=O)C)C(=O)OC)C)C=C(C=C2)Br methyl 5-(5-{2-[3-(2-amino-6-bromo-1,3-benzodiazol-1-yl)-3-methylpyrrolidin-1-yl]ethoxy}-1-methylpyrazol-4-yl)-1-methyl-6-oxopyridine-3-carboxylate